CC1(CCC2=C(C=CS2)C1=O)C 5,5-dimethyl-6,7-dihydrobenzothien-4-one